N[C@@H]1[C@H]([C@@H]([C@H](O[C@H]1CO)NC1=C2NC=NC2=NC=N1)O)O (2S,3S,4R,5R,6R)-5-amino-6-(hydroxymethyl)-2-(7H-purin-6-ylamino)tetrahydropyran-3,4-diol